C1(CC1)C1=CC(=NN1)C1(NC(=NC=C1)NCCCNC)N 4-(5-cyclopropyl-1H-pyrazol-3-yl)-N2-[3-(methylamino)propyl]pyrimidine-2,4-diamine